NN1C(N(N=CC1=O)C1=CC(=C(C(=C1)C)CC1=CC=C2C(=N1)C1(C(N2)=O)CCC1)C)=O amino-2-(3,5-dimethyl-4-((2'-oxo-1',2'-dihydrospiro[cyclobutane-1,3'-pyrrolo[3,2-b]pyridin]-5'-yl)methyl)phenyl)-1,2,4-triazine-3,5(2H,4H)-dione